FC1=C(C(=C(C=C1OC)OC)F)COC1=NSC(=C1C(=O)OC)NC(NCCCCN1C[C@@H](CC1)O)=O methyl 3-[(2,6-difluoro-3,5-dimethoxy-phenyl)methoxy]-5-[4-[(3R)-3-hydroxypyrrolidin-1-yl]butylcarbamoylamino]isothiazole-4-carboxylate